ClC1=NC=C(C(=C1)C1=C(C=NC(=C1)C)C(=O)NC=1SC2=C(N1)CN(C2)C(=O)C2=NC=C(N=C2)OC)OC 2'-chloro-5'-methoxy-N-(5-(5-methoxypyrazine-2-carbonyl)-5,6-dihydro-4H-pyrrolo[3,4-d]thiazol-2-yl)-6-methyl-[4,4'-bipyridine]-3-carboxamide